(S)-(1-amino-3-cyclopropylprop-2-yl)carbamic acid tert-butyl ester C(C)(C)(C)OC(N[C@H](CN)CC1CC1)=O